C(=O)O.ClC=1C=C(C=CC1)[C@@H]1[C@H](C1)C(=O)NC1=NC=CC(=C1)NCC1=CC=2C(=NC=C(C2)C2CC2)S1 (1S,2S)-2-(3-chlorophenyl)-N-(4-(((5-cyclopropylthieno[2,3-b]pyridin-2-yl)methyl)amino)pyridin-2-yl)cyclopropane-1-carboxamide, formic acid salt